2'-oxo-5'-(2,2,5,8-tetramethyl-4-oxo-3,11-dioxa-5,8-diazatetradec-13-en-14-yl)-1,1',2',3-tetrahydrospiro[indene-2,3'-pyrrolo[2,3-b]pyridine]-5-carboxylic acid methyl ester COC(=O)C=1C=C2CC3(C(NC4=NC=C(C=C43)C=CCOCCN(CCN(C(OC(C)(C)C)=O)C)C)=O)CC2=CC1